C(C)OC(=O)C=1C=NN2C1SC=C2 pyrazolo[5,1-b]Thiazole-7-carboxylic acid ethyl ester